[I-].C[N+]1=CC=C(C=C1)\C=N/NC1=CC=NC2=CC=CC=C12 (Z)-1-methyl-4-((2-(quinolin-4-yl)hydrazono)methyl)pyridin-1-ium iodide